(S)-N-(5-(2-acetamidoimidazo[1,2-b]pyridazin-6-yl)-2-methylpyridin-3-yl)-3-phenylisooxazolidine-2-carboxamide C(C)(=O)NC=1N=C2N(N=C(C=C2)C=2C=C(C(=NC2)C)NC(=O)N2OCC[C@H]2C2=CC=CC=C2)C1